C1(CC1)S(=O)(=O)NC=1SC=C(N1)C(C(=O)NC1=CC=C(C=C1)C=1C=NC=C(C1)OCC)(C)C 2-(2-(cyclopropanesulfonylamino)thiazol-4-yl)-N-(4-(5-ethoxypyridin-3-yl)phenyl)-2-methylpropanamide